ClC1=CSC2=C1NC(=C2)C(=O)N2[C@H]1CC([C@@H]([C@H]2C(=O)N[C@@H](C[C@H]2C(NCCC2)=O)C#N)CC1)(F)F (1R,3S,4R)-2-(3-chloro-4H-thieno[3,2-b]pyrrole-5-carbonyl)-N-[(1S)-1-cyano-2-[(3S)-2-oxo-3-piperidyl]ethyl]-5,5-difluoro-2-azabicyclo[2.2.2]octane-3-carboxamide